7-hydroxymethyl-3-((3-isopropoxy-3-oxopropyl)amino)benzo[e][1,2,4]triazine-1-oxide OCC1=CC2=C(N=C(N=[N+]2[O-])NCCC(=O)OC(C)C)C=C1